(2S)-2-(trifluoromethylsulfonyl-amino)propoxylpyridine-3-carboxamide FC(S(=O)(=O)N[C@H](COC1=NC=CC=C1C(=O)N)C)(F)F